N-(2-chloro-6-ethoxyphenyl)-2-((6-(4-(2-hydroxyethyl)piperazin-1-yl)-2-methylpyrimidin-4-yl)amino)thiazole-5-carboxamide ClC1=C(C(=CC=C1)OCC)NC(=O)C1=CN=C(S1)NC1=NC(=NC(=C1)N1CCN(CC1)CCO)C